5-oxa-3,7-dithiatricyclo[4.1.0.02,4]heptane C12C3SC3OC2S1